4-(cyclopropylethynyl)pyridin-2(1H)-one C1(CC1)C#CC1=CC(NC=C1)=O